CN1N=C(C(=C1C)O)C1=C(C=CC=C1)S(=O)(=O)C 1,5-Dimethyl-3-(2-(methylsulfonyl)phenyl)-pyrazol-4-ol